C(=O)C=1C(=NN(C1)C)C=1C=C(C#N)C=CC1 3-(4-formyl-1-methyl-1H-pyrazol-3-yl)benzonitrile